2,4-diamino-6-R-[3-hydroxy-2-(phosphonomethoxy)propoxy]-pyrimidine NC1=NC(=CC(=N1)N)OC[C@@H](CO)OCP(=O)(O)O